β-D-galactopyranosyl-(1-2)-α-D-xylopyranose [C@@H]1([C@H](O)[C@@H](O)[C@@H](O)[C@H](O1)CO)O[C@H]1[C@@H](O)OC[C@H]([C@@H]1O)O